3-(5-(1-((6-methylpyridin-2-yl)methyl)piperidin-4-yl)-1-oxoisoindolin-2-yl)piperidine-2,6-dione CC1=CC=CC(=N1)CN1CCC(CC1)C=1C=C2CN(C(C2=CC1)=O)C1C(NC(CC1)=O)=O